FC=1C=C(C=C2C=CC(=NC12)[C@@H]1COCC1)C=O (R)-8-fluoro-2-(tetrahydrofuran-3-yl)quinoline-6-carbaldehyde